OC1=C(C(=CC(=C1C(=O)NOC)CCCCC)O)C1CCCC(=C1)C 2,6-dihydroxy-N-methoxy-5'-methyl-4-pentyl-1',2',3',4'-tetrahydro-[1,1'-biphenyl]-3-carboxamide